C(CCCCCCCCC)C(C(=O)OCCCCCCC(OC(N(CCCN(C)C)CCCN(C)C)=O)CCCCCCOC(C(CCCCCCCCCCCC)CCCCCCCCCC)=O)CCCCCCCCCCCC 9-{6-[(2-decyl-1-oxotetradecyl) oxy] hexyl}-6-[3-(dimethylamino) propyl]-2-methyl-7-oxo-2,6-diaza-8-oxapentadecan-15-yl 2-decyltetradecanoate